2-(3-phenoxypiperidin-1-yl)aniline O(C1=CC=CC=C1)C1CN(CCC1)C1=C(N)C=CC=C1